(S)-N-(1-([1,1'-biphenyl]-4-yl)-3-((2,2,6,6-tetramethylpiperidin-4-yl)amino)propan-2-yl)-2,2-bis(4-chlorophenoxy)acetamide C1(=CC=C(C=C1)C[C@@H](CNC1CC(NC(C1)(C)C)(C)C)NC(C(OC1=CC=C(C=C1)Cl)OC1=CC=C(C=C1)Cl)=O)C1=CC=CC=C1